C(C)C1=C(C=CC(=C1)N1CCNCC1)NC1=NC=C(C(=N1)NCCCN1C(OCCC1)=O)C#N 2-((2-ethyl-4-(piperazin-1-yl)phenyl)amino)-4-((3-(2-oxo-1,3-oxazinan-3-yl)propyl)amino)pyrimidine-5-carbonitrile